2-(2-(1-(3,4-difluorophenyl)-6-oxopiperidin-2-yl)-7-(3,5-dimethylisoxazol-4-yl)imidazo[1,2-a]pyridin-3-yl)thiazole-4-carboxylic acid FC=1C=C(C=CC1F)N1C(CCCC1=O)C=1N=C2N(C=CC(=C2)C=2C(=NOC2C)C)C1C=1SC=C(N1)C(=O)O